tri(di-benzylideneacetone) dipalladium [Pd].[Pd].C(C1=CC=CC=C1)=CC(=O)C=CC1=CC=CC=C1.C(C1=CC=CC=C1)=CC(=O)C=CC1=CC=CC=C1.C(C1=CC=CC=C1)=CC(=O)C=CC1=CC=CC=C1